1-{3-fluoro-4-[1-isopropyl-4-(trifluoromethyl)imidazol-2-yl]-5-methoxyphenyl}methylamine FC=1C=C(C=C(C1C=1N(C=C(N1)C(F)(F)F)C(C)C)OC)CN